2-[4-[(2S,6R)-6-methylmorpholin-2-yl]pyrazol-1-yl]ethanol C[C@H]1O[C@H](CNC1)C=1C=NN(C1)CCO